C[C@H]1N([C@H](CN(C1)C1=NC=C(C=N1)C(F)(F)F)C)C(=O)OC1CC2(CN(C2)CC2C(C2)(C)C)C1 2-[(2,2-dimethylcyclopropyl)methyl]-2-azaspiro[3.3]heptan-6-yl (2R,6S)-2,6-dimethyl-4-[5-(trifluoromethyl)pyrimidin-2-yl]piperazine-1-carboxylate